COCC1=C(N=CC=2N(C3=CC=C(C=C3C21)C)C(=O)OC(C)(C)C)C(=O)OCC 9-(tert-butyl) 3-ethyl 4-(methoxymethyl)-6-methyl-9H-pyrido[3,4-b]indole-3,9-dicarboxylate